FC=1C=C(C=C(C1)F)C(C)OC=1C=C2C(=NNC2=CC1)C1=NC2=C(N1)CN(C2)C2CC1(C2)CCN(CC1)C 5-(1-(3,5-Difluorophenyl)ethoxy)-3-(5-(7-Methyl-7-Azaspiro[3.5]nonan-2-yl)-1,4,5,6-Tetrahydropyrrolo[3,4-d]imidazol-2-yl)-1H-Indazol